C(C=C)SCC1CO1 1-allylsulfanyl-2,3-epoxypropane